9-chlorotetrahydroacridine C1CCC2=NC3=CC=CC=C3C(=C2C1)Cl